trans-methyl-4-((5-fluoro-4-(2-(1-hydroxycyclobutyl)pyridin-4-yl)pyrimidin-2-yl)amino)cyclohexane-1-carboxylate COC(=O)[C@@H]1CC[C@H](CC1)NC1=NC=C(C(=N1)C1=CC(=NC=C1)C1(CCC1)O)F